FC(C=1C(=C(C=CC1)[C@@H](C)NC1=C2C(=C(N=N1)C)N=CC(=C2)N2CCCC2)F)F (R)-N-(1-(3-(difluoromethyl)-2-fluorophenyl)ethyl)-8-methyl-3-(pyrrolidin-1-yl)pyrido[2,3-d]pyridazin-5-amine